ClC1=C(COC2=CC=C3CCN(CC3=C2)C(=O)OC(C)(C)C)C=CC=C1 Tert-butyl 7-((2-chlorobenzyl) oxy)-3,4-dihydroisoquinoline-2(1H)-carboxylate